1-[oxetan-2-ylmethyl]-4-(4,5-dioxaborolan-2-yl)-1H-pyrazole O1C(CC1)CN1N=CC(=C1)C1BOOC1